4-Bromo-1-(5-(isopropylsulfanyl)-4-(4-(trifluoromethyl)cyclohex-1-en-1-yl)thiazol-2-yl)-3-methyl-1H-pyrazole-5-carboxylic acid methyl ester COC(=O)C1=C(C(=NN1C=1SC(=C(N1)C1=CCC(CC1)C(F)(F)F)SC(C)C)C)Br